N[C@@H]1CN(CCC1)C1=NC2=C(N1CC1=NC=C(C#N)C=C1)C=C(C=C2Cl)Cl (S)-6-((2-(3-aminopiperidin-1-yl)-4,6-dichloro-1H-benzo[d]imidazol-1-yl)methyl)nicotinonitrile